ClC=1C=C2C=3C=CC(=C(C3NC2=CC1)CCNC(=N)N)NC1=CC=C(C=C1)Cl 1-(2-(6-chloro-2-((4-chlorophenyl)amino)-9H-carbazol-1-yl)ethyl)guanidine